2,4-dimethyl-thiophenol Ditridecyl-Adipate C(CCCCCCCCCCCC)C(C(=O)O)(CCCC(=O)O)CCCCCCCCCCCCC.CC1=C(C=CC(=C1)C)S